COC1=C(C(=O)P(CCCCCCCC)(CC2=CC=CC=C2)=O)C(=CC=C1)OC 2,6-dimethoxybenzoyl-benzyloctylphosphine oxide